ClC=1C=C(CN([C@@H]2CCO[C@]23O[C@@H]([C@@H]([C@@H]([C@H]3O)N3N=NC(=C3)C3=CC(=C(C(=C3)F)F)F)O)CO)C)C=CC1 (4R,5S,7R,8R,9S,10R)-4-((3-chlorobenzyl)(methyl)amino)-7-(hydroxymethyl)-9-(4-(3,4,5-trifluorophenyl)-1H-1,2,3-triazol-1-yl)-1,6-dioxaspiro[4.5]decane-8,10-diol